ClCC1=CC=C2[C@](NC=NC2=C1)(C(F)(F)F)C#CC1CC1 (S)-7-(chloromethyl)-4-(cyclopropylethynyl)-4-(trifluoromethyl)-3,4-dihydroquinazoline